FC([C@H](NC1=CC=C(C=C1)C1=CC2=C(N=CN=C2N2CCOCC2)N1)C1CCN(CC1)C(C=C)=O)(F)F (R)-1-(4-(2,2,2-trifluoro-1-((4-(4-morpholino-7H-pyrrolo[2,3-d]pyrimidin-6-yl)phenyl)amino)ethyl)piperidin-1-yl)prop-2-en-1-one